5-(4-{[(1R)-1-[3-(1,1-difluoro-2-hydroxyethyl)phenyl]ethyl]amino}-7-methyl-2-(trifluoromethyl)-7H-pyrazolo[3,4-h]quinazolin-6-yl)-1-methyl-1,2-dihydropyridin-2-one FC(CO)(F)C=1C=C(C=CC1)[C@@H](C)NC1=NC(=NC2=C3C(=C(C=C12)C=1C=CC(N(C1)C)=O)N(N=C3)C)C(F)(F)F